5-(1-cyclopentyl-1H-pyrazol-4-yl)-phenol C1(CCCC1)N1N=CC(=C1)C=1C=CC=C(C1)O